C1(CC1)C=1C=C(C(=NC1)C(=O)N(CC(C)C)[C@@H]1CNCC(C1)C=1OC(=NN1)C1CC1)NC1COC1 5-cyclopropyl-N-((3S)-5-(5-cyclopropyl-1,3,4-oxadiazol-2-yl)piperidin-3-yl)-N-isobutyl-3-(oxetan-3-ylamino)pyridinecarboxamide